BrC=1C=CC(=NC1C(F)(F)F)NC1=NC(=NC=C1C(F)(F)F)Cl N-(5-bromo-6-(trifluoromethyl)pyridin-2-yl)-2-chloro-5-(trifluoromethyl)pyrimidin-4-amine